C(C)(C)(C)OC(=O)N1[C@@H]2CC[C@H]([C@H]1C(=O)N1CCN(CC1)C=1C=C(C=3N(C1)C=NC3)C3=C(C=C(C=C3)F)C(N(C(C)C)CC)=O)C2 (1R,3S,4S)-3-[4-(8-{2-[ethyl(isopropyl)carbamoyl]-4-fluorophenyl}imidazo[1,5-a]pyridin-6-yl)piperazine-1-carbonyl]-2-azabicyclo[2.2.1]heptane-2-carboxylic acid tert-butyl ester